(3S)-3-({N-[(4-methoxy-1H-indol-2-yl) carbonyl]-L-leucyl}amino)-2-oxo-4-[(3S)-2-oxopyrrolidin-3-yl]butyl 1-methylcyclopropanecarboxylate CC1(CC1)C(=O)OCC([C@H](C[C@H]1C(NCC1)=O)NC([C@@H](NC(=O)C=1NC2=CC=CC(=C2C1)OC)CC(C)C)=O)=O